(S)-6-(4-chlorobenzyl)-9-isopropyl-N-methyl-7,10-dioxo-2,6,9-triazaspiro[4.5]decane-2-carboxamide ClC1=CC=C(CN2[C@]3(CCN(C3)C(=O)NC)C(N(CC2=O)C(C)C)=O)C=C1